9,9'-((4-(3-(pyridin-3-yl)phenyl)pyridine-3,5-diyl)bis(4,1-phenylene))bis(3,6-dimethyl-9H-carbazole) N1=CC(=CC=C1)C=1C=C(C=CC1)C1=C(C=NC=C1C1=CC=C(C=C1)N1C2=CC=C(C=C2C=2C=C(C=CC12)C)C)C1=CC=C(C=C1)N1C2=CC=C(C=C2C=2C=C(C=CC12)C)C